B(OCCCC)([O-])[O-] boric acid, n-butyl ester